CC(CC)C1N=C2N(C(=NC=3C=CC=CC23)SC(C(=O)NC2=CC(=CC(=C2)OC)OC)C)C1=O 2-{[2-(butan-2-yl)-3-oxo-2H,3H-imidazo[1,2-c]quinazolin-5-yl]sulfanyl}-N-(3,5-dimethoxyphenyl)propanamide